BrCC1=CC=C2C=CC(=NC2=C1)NC(OC(C)(C)C)=O tert-Butyl N-[7-(bromomethyl)quinolin-2-yl]carbamate